3-[1-methyl-6-[4-(4-piperidyloxy)-1-piperidyl]indazol-3-yl]piperidine-2,6-dione CN1N=C(C2=CC=C(C=C12)N1CCC(CC1)OC1CCNCC1)C1C(NC(CC1)=O)=O